tert-butyl 4-(3-hydroxy-3-phenyl-but-1-ynyl)-2,6-dimethyl-7-oxo-1H-pyrrolo[2,3-c]pyridine-3-carboxylate OC(C#CC=1C2=C(C(N(C1)C)=O)NC(=C2C(=O)OC(C)(C)C)C)(C)C2=CC=CC=C2